1-Butyl-3-Methylpyrrolidinium chlorid [Cl-].C(CCC)[NH+]1CC(CC1)C